5-(4-phenylbutanoyl)-3-(1-pentylpiperidin-4-yl)-1H-indole 4-methylbenzoate CC1=CC=C(C(=O)O)C=C1.C1(=CC=CC=C1)CCCC(=O)C=1C=C2C(=CNC2=CC1)C1CCN(CC1)CCCCC